C(#N)C(CC1=CC2=C(S1)C=C(S2)C=2C=CC1=C(N(C(O1)=O)C)C2)NC(=O)[C@H]2OCCCCNC2 (2S)-N-{1-cyano-2-[5-(3-methyl-2-oxo-1,3-benzoxazol-5-yl)thieno[3,2-b]thiophen-2-yl]ethyl}-1,4-oxazocane-2-carboxamide